1-benzyl-4-methyl-1,4-azaphosphinane 4-oxide C(C1=CC=CC=C1)N1CCP(CC1)(C)=O